S-p-bromobenzyl-glutathione BrC1=CC=C(CSC[C@H](NC(CC[C@H](N)C(=O)O)=O)C(=O)NCC(=O)O)C=C1